CC1=C(C=CC(=C1)C)C1CC2(CN(C2)C(=O)C2CC3(C2)NC(OC3)=O)C1 2-(6-(2,4-Dimethylphenyl)-2-azaspiro[3.3]heptane-2-carbonyl)-7-oxa-5-azaspiro[3.4]octan-6-one